7,8-bis[(2-aminoethyl)amino]-benzo[G]isoquinoline-5,10-dione NCCNC=1C(=CC2=C(C(C=3C=CN=CC3C2=O)=O)C1)NCCN